erucyl-(cis-13-eicosdienol) C(CCCCCCCCCCC\C=C/CCCCCCCC)\C=C/C=CCCCCCCCCC(CCCCCCC)O